2-((2-bromo-3-fluorobenzyl)oxy)propan-1-ol BrC1=C(COC(CO)C)C=CC=C1F